CN1N=C(C2=CC=CC(=C12)CC(=O)OC(C)(C)C)C tert-butyl 2-(1,3-dimethyl-1H-indazol-7-yl)acetate